COC(C1CCN(CC1)C1=CC=C(C=C1)[C@H]1C=2C=CC(=CC2CC[C@H]1C)O)OC (5S,6R)-5-(4-(4-(dimethoxymethyl)piperidin-1-yl)phenyl)-6-methyl-5,6,7,8-tetrahydronaphthalen-2-ol